4-(6-amino-2-chloro-9H-purin-9-yl)-N-(5-chloro-1,3-benzoxazol-2-yl)cyclohexanecarboxamide NC1=C2N=CN(C2=NC(=N1)Cl)C1CCC(CC1)C(=O)NC=1OC2=C(N1)C=C(C=C2)Cl